S(=O)(=O)(O)O.N1CCC2=CC=CC=C12 indoline sulfate